C(C)OC1=CC=C(C=C1)C1=NC2=C(N1)C=CC(=C2)N2C(C1=CC=C(C=C1C2)N2CCN(CC2)C)=O 2-(2-(4-ethoxyphenyl)-1H-benzimidazol-5-yl)-5-(4-methylpiperazin-1-yl)isoindolin-1-one